N1,N2-di-(3-methylpentyl)ethane-1,2-diamine CC(CCNCCNCCC(CC)C)CC